C(C)OC(C(C(F)(F)F)=O)=O Ethyl-3,3,3-trifluoro-2-oxopropanoate